C1=CC=CC=2OC3=CC=CC=C3C3(C12)NCC1=CC=C(C=C13)C(=O)O spiro[isoindoline-1,9'-xanthene]-6-carboxylic acid